FC=1C=CC(=NC1C)C=1N=C(C2=C(N1)OC(=C2C(=O)N)C)NC2(CC2)C (5-fluoro-6-methylpyridin-2-yl)-6-methyl-4-[(1-methylcyclopropyl)amino]furo[2,3-d]pyrimidine-5-carboxamide